BrCC1=CC=C(C=C1)SC(F)(F)F 1-(bromomethyl)-4-(trifluoromethylsulfanyl)benzene